methyl 5-methyl-2-((1-(pyridin-4-yl)piperidin-4-yl)methyl)-1H-pyrazole-5-carboxylate CC1(C=CN(N1)CC1CCN(CC1)C1=CC=NC=C1)C(=O)OC